2,6-diethyl-9,10-bis[2-carboxy(3,6-methano-4-methyl-cyclohexenyl)]carbonyloxyanthracene C(C)C1=CC2=C(C3=CC=C(C=C3C(=C2C=C1)OC(=O)C1=C(C2C(CC1C2)C)C(=O)O)CC)OC(=O)C2=C(C1C(CC2C1)C)C(=O)O